1-methyl-3-N-octylimidazolium chloride [Cl-].CN1C=[N+](C=C1)CCCCCCCC